ClC1=C(C(=C(C(=N1)C(=O)NC=1C=C2C(=NNC2=CC1)C(C)C)C)C)C#N 6-Chloro-5-cyano-N-(3-isopropyl-1H-indazol-5-yl)-3,4-dimethylpicolinamide